1-(tert-butyl) 3-ethyl 4-(((trifluoromethyl)sulfonyl)oxy)-5,6-dihydropyridine-1,3(2H)-dicarboxylate FC(S(=O)(=O)OC1=C(CN(CC1)C(=O)OC(C)(C)C)C(=O)OCC)(F)F